COC(C1=CC(=NC=C1C=1OC2=C(N1)C=CC(=C2)F)N2C1=C(OCC2)C=CC(=C1)F)=O 2-(6-fluoro-2,3-dihydro-4H-benzo[b][1,4]oxazin-4-yl)-5-(6-fluorobenzo[d]oxazol-2-yl)isonicotinic acid methyl ester